COC=1C=C(C=CC1)S C3-Methoxythiophenol